2-(2-(3-((tert-butyldimethylsilyl)oxy)propoxy)ethoxy)-3-chloro-5-(2-(4-hydroxyphenyl)propan-2-yl)benzonitrile [Si](C)(C)(C(C)(C)C)OCCCOCCOC1=C(C#N)C=C(C=C1Cl)C(C)(C)C1=CC=C(C=C1)O